C(C=C)(=O)NC1=CC=C2CN(C(C2=C1)=O)[C@@H]1C[C@@H](CCC1)NC(OC(C)(C)C)=O tert-Butyl ((1R,3S)-3-(6-acrylamido-1-oxoisoindolin-2-yl)cyclohexyl)carbamate